C(C=C)(=O)OC(C(N(S(=O)(=O)C(C(C(C(C(C(C(C(F)(F)F)(F)F)(F)F)(F)F)(F)F)(F)F)(F)F)(F)F)C)(F)F)(F)F N-methylperfluoro-octanyl-sulfonamido-ethyl acrylate